FC(C)(F)C=1NC(C=C(N1)N1CC2(C=3C=NC(=CC31)NC(C)=O)CC2)=O N-(1'-(2-(1,1-difluoroethyl)-6-oxo-1,6-dihydropyrimidin-4-yl)-1',2'-dihydrospiro[cyclopropane-1,3'-pyrrolo[3,2-c]pyridin]-6'-yl)acetamide